NC=1C2=C(N=CN1)N(C=C2)C2C(C1(C(O2)CCC1)O)O 2-(4-amino-7H-pyrrolo[2,3-d]pyrimidin-7-yl)hexahydro-3aH-cyclopenta[b]furan-3,3a-diol